COCCNC=1C=C(C=CC1)N1C(=C2C(N(N=CC2=C1C)C1=CC=CC=C1)=O)C 6-(3-((2-methoxyethyl)amino)phenyl)-5,7-dimethyl-2-phenyl-2,6-dihydro-1H-pyrrolo[3,4-d]pyridazin-1-one